C1=C(C=CC2=CC=CC=C12)C1=CC=C(N)C=C1 4-(2-naphthyl)aniline